C(C)(C)(C)OC(=O)N1C[C@@H]2[C@]([C@@H]2CC1)(C=1SC=C(N1)C)CN.NC1=CC(=C(OC2(CC=C(C=C2)OC2=C(C=C(C=C2)N)C(F)(F)F)C2=CC=CC=C2)C=C1)C(F)(F)F 1,4-bis(4-amino-2-trifluoromethylphenoxy)biphenyl Tert-butyl-(1S,6R,7S)-7-(aminomethyl)-7-(4-methylthiazol-2-yl)-3-azabicyclo[4.1.0]heptane-3-carboxylate